N-(1-([1,1'-Biphenyl]-3-yl)cyclopropyl)-5-(2-(dimethylamino)ethoxy)-2-methyl-benzamide C1(=CC(=CC=C1)C1(CC1)NC(C1=C(C=CC(=C1)OCCN(C)C)C)=O)C1=CC=CC=C1